C1(CC1)N1C(C(=CC=C1)NC(=O)C=1C(=C(C=2N(C1)C=C(N2)[C@]21CO[C@](CC2)(C1)C)F)OC(C)C)=O N-(1-cyclopropyl-2-oxo-1,2-dihydropyridin-3-yl)-8-fluoro-7-isopropoxy-2-((1R,4S)-1-methyl-2-oxabicyclo[2.2.1]hept-4-yl)imidazo[1,2-a]pyridine-6-carboxamide